C1(CCCCC1)CCCC(=O)[O-].[Mn+2].C(CCCCCCC\C=C/C\C=C/CCCCC)(=O)[O-].[Mn+2] manganese (linoleate) manganese (cyclohexanebutyrate)